4-[5-Chloro-2-(4-chloro-1H-1,2,3-triazol-1-yl)-phenyl]-5-methoxypyridin-2(1H)-on ClC=1C=CC(=C(C1)C1=CC(NC=C1OC)=O)N1N=NC(=C1)Cl